C(=C)OC(CCCCCC(C)(C)C)=O Neodecanoic Acid Vinyl ester